2-{3-[(4-chlorophenyl)methyl]-5-[(4-methoxyphenyl)methoxy]-1H-pyrazol-1-yl}-4-iodopyridine ClC1=CC=C(C=C1)CC1=NN(C(=C1)OCC1=CC=C(C=C1)OC)C1=NC=CC(=C1)I